2,2-dimethyl-3-(4-(7-morpholino-5-(3-phenyl-1H-pyrazol-1-yl)furo[3,2-b]pyridin-2-yl)-1H-pyrazol-1-yl)propan-1-ol CC(CO)(CN1N=CC(=C1)C1=CC2=NC(=CC(=C2O1)N1CCOCC1)N1N=C(C=C1)C1=CC=CC=C1)C